(5R)-8-chloro-5-(morpholin-4-yl)-1-[trans-4-(pyridin-2-yloxy)cyclohexyl]-5,6-dihydro-4H-[1,2,4]triazolo[4,3-a][1]benzazepine ClC=1C=CC2=C(C[C@H](CC=3N2C(=NN3)[C@@H]3CC[C@H](CC3)OC3=NC=CC=C3)N3CCOCC3)C1